2-{[3,5-bis(trifluoromethyl) phenyl] carbamoyl}-4-chlorophenyl phosphate bis-meglumine salt N(C)C[C@H](O)[C@@H](O)[C@H](O)[C@H](O)CO.N(C)C[C@H](O)[C@@H](O)[C@H](O)[C@H](O)CO.P(=O)(OC1=C(C=C(C=C1)Cl)C(NC1=CC(=CC(=C1)C(F)(F)F)C(F)(F)F)=O)(O)O